N2-[(Benzyloxy)carbonyl]-N-(2-oxo-2-phenylethyl)-L-Alaninamid C(C1=CC=CC=C1)OC(=O)N[C@@H](C)C(=O)NCC(C1=CC=CC=C1)=O